ethyl 1-(4-((tert-butoxycarbonyl) amino)-3-chloropyridin-2-yl)-5-(trifluoromethyl)-1H-pyrazole-4-carboxylate C(C)(C)(C)OC(=O)NC1=C(C(=NC=C1)N1N=CC(=C1C(F)(F)F)C(=O)OCC)Cl